(R)-3-hydroxy-1-methyl-3-(3-(6-(2-(((S)-1-(3-methylpyridin-2-yl)ethyl)amino)pyrimidin-4-yl)pyridin-2-yl)isoxazol-5-yl)pyrrolidin-2-one O[C@@]1(C(N(CC1)C)=O)C1=CC(=NO1)C1=NC(=CC=C1)C1=NC(=NC=C1)N[C@@H](C)C1=NC=CC=C1C